1-[[3-fluoro-4-(5-(trifluoromethyl)-1,2,4-oxadiazol-3-yl)-phenyl]methyl]azepan-2-one FC=1C=C(C=CC1C1=NOC(=N1)C(F)(F)F)CN1C(CCCCC1)=O